FC1=C(C=C(C(=C1)F)CC1=NNC(C2=CC=CC=C12)=O)C1=CC2=C(NC(=N2)NC(=O)NCC)C=C1 1-(5-(2,4-Difluoro-5-((4-oxo-3,4-dihydrophthalazin-1-yl)methyl)phenyl)-1H-benzoimidazol-2-yl)-3-ethylurea